1-[5-fluoro-4-(2-methylimidazol-1-yl)pyrimidin-2-yl]piperidine-4-carboxylic acid FC=1C(=NC(=NC1)N1CCC(CC1)C(=O)O)N1C(=NC=C1)C